4,5,6-trifluoro-N-(4-(piperidin-4-yl)phenyl)isoindoline-2-carboxamide hydrochloride Cl.FC1=C2CN(CC2=CC(=C1F)F)C(=O)NC1=CC=C(C=C1)C1CCNCC1